ClC1=C(C=CC=C1F)NC(=S)C=1C(NCCC1O)=O N-(2-chloro-3-fluorophenyl)-4-hydroxy-2-oxo-1,2,5,6-tetrahydropyridine-3-carbothioamide